(2,4-Dichlorobenzyl)-1H-1,2,3-triazole-4-carboxylic acid ClC1=C(CN2N=NC(=C2)C(=O)O)C=CC(=C1)Cl